FC=1C=C(C=CC1)C=1N=C(OC1C1=CC=CC=C1)C 4-(3-Fluorophenyl)-2-methyl-5-phenyloxazole